C(C)(=O)C1=NN(C2=C(N=C(C=C21)C=2C=NC(=NC2)C)C)CC(=O)N2[C@@H](C[C@H](C2)F)C(=O)NC2=NC(=C(C=C2C)F)Br (2S,4R)-1-(2-(3-acetyl-7-methyl-5-(2-methylpyrimidin-5-yl)-1H-pyrazolo[3,4-c]pyridin-1-yl)acetyl)-N-(6-bromo-5-fluoro-3-methylpyridin-2-yl)-4-fluoropyrrolidine-2-carboxamide